3-methyl-1-butyne-1-ol CC(C#CO)C